2-Chloro-N-{1-[3-(difluoromethoxyl)phenyl]-1H-indazol-4-yl}-5-[({[1-(trifluoromethyl)cyclopropyl]carbonyl}amino)methyl]benzamide ClC1=C(C(=O)NC2=C3C=NN(C3=CC=C2)C2=CC(=CC=C2)OC(F)F)C=C(C=C1)CNC(=O)C1(CC1)C(F)(F)F